Cl.Cl.COC1=CC=C(CNN)C=C1 4-methoxybenzylhydrazine dihydrochloride